CC(CC(=O)O[C@@H]1[C@H](O[C@H]([C@]1(C)F)N1C2=NC(=NC(=C2N=C1)NC)NC(CC(C)C)=O)COC(CC(C)C)=O)C (2R,3R,4R,5R)-4-fluoro-4-methyl-5-(6-(methylamino)-2-(3-methylbutanamido)-9H-purin-9-yl)-2-(((3-methylbutanoyl)oxy)methyl)tetrahydrofuran-3-yl 3-methylbutanoate